CCCC/C=C/OC(=O)C1=CC=CC=C1 HEXENYL BENZOATE